(S)-2-methyl-7-(6-(3-(trifluoromethyl)piperidine-1-carbonyl)naphthalen-1-yl)-5,6,7,8-tetrahydro-[1,2,4]triazolo[4,3-a]pyrazin-3(2H)-one CN1N=C2N(CCN(C2)C2=CC=CC3=CC(=CC=C23)C(=O)N2C[C@H](CCC2)C(F)(F)F)C1=O